1-T-Butoxycarbonylpiperazine C(C)(C)(C)OC(=O)N1CCNCC1